tert-butyl (1r,5s,6s)-6-(piperazin-1-ylmethyl)-3-azabicyclo[3.1.0]hexane-3-carboxylate N1(CCNCC1)CC1[C@@H]2CN(C[C@H]12)C(=O)OC(C)(C)C